ClC=1C=NN(C1C1=NN2C(N(C(CC2)=O)CC2=CC=C(C=C2)C2=NN(C=C2C#N)C)=C1)C(C)C 3-(4-((2-(4-chloro-1-isopropyl-1H-pyrazol-5-yl)-5-oxo-6,7-dihydropyrazolo[1,5-a]pyrimidin-4(5H)-yl)methyl)phenyl)-1-methyl-1H-pyrazole-4-carbonitrile